2-(3-methoxy-4-nitro-phenyl)-2-methyl-propanenitrile COC=1C=C(C=CC1[N+](=O)[O-])C(C#N)(C)C